6-fluoro-2-methylnaphthalene-1,4-dione FC=1C=C2C(C=C(C(C2=CC1)=O)C)=O